COC1=NC(=NN2C1=C(C=C2)C2=CC1=NC=CC=C1N2)NC2CCC(CC2)(O)C (1r,4r)-4-((4-methoxy-5-(1H-pyrrolo[3,2-b]pyridin-2-yl)pyrrolo[2,1-f][1,2,4]triazin-2-yl)amino)-1-methylcyclohexan-1-ol